(R)-5-chloro-N-(1-(2,4-dichlorophenyl)ethyl)-6-methyl-2-(2,6-diazaspiro[3.5]non-2-yl)pyrimidin-4-amine ClC=1C(=NC(=NC1C)N1CC2(C1)CNCCC2)N[C@H](C)C2=C(C=C(C=C2)Cl)Cl